OC1=C(C=CC(=C1)O)C(\C=C\C1=CC=C(C=C1)\C=C\C(=O)C1=C(C=C(C=C1)O)O)=O (E)-1-(2,4-Dihydroxyphenyl)-3-[4-[(E)-3-(2,4-dihydroxyphenyl)-3-oxoprop-1-enyl]phenyl]prop-2-en-1-one